ClC1=CC(=C2C(=N1)N(C=N2)[C@H]2[C@@H]([C@@H]([C@@]1(C[C@H]21)C(=O)NC)O)O)NCCO (1S,2R,3S,4R,5S)-4-(5-chloro-7-((2-hydroxyethyl)amino)-3H-imidazo[4,5-b]pyridin-3-yl)-2,3-dihydroxy-N-methylbicyclo[3.1.0]hexane-1-carboxamide